C(C)(C)(C)C1=C(C(=CC=C1CCCCCCCC=CCCCCCC)C(C)(C)C)O 2,6-di-tert-butyl-3-(8-pentadecenyl)phenol